3-(4-{8-amino-3-methyl-5-[4-(methylamino)cyclohex-1-en-1-yl]imidazo[1,5-a]pyrazin-1-yl}-5-fluoro-2-methylphenyl)-1-[3-(trifluoromethyl)phenyl]urea NC=1C=2N(C(=CN1)C1=CCC(CC1)NC)C(=NC2C2=CC(=C(C=C2F)NC(NC2=CC(=CC=C2)C(F)(F)F)=O)C)C